5-Fluoro-6-(2-methoxyethoxy)-3-(3-{4-[(2S)-2-methyl-4-(oxetan-3-yl)piperazine-1-carbonyl]phenyl}-1,2-oxazol-5-yl)-1H-indazole FC=1C=C2C(=NNC2=CC1OCCOC)C1=CC(=NO1)C1=CC=C(C=C1)C(=O)N1[C@H](CN(CC1)C1COC1)C